ethylamylketone C(C)C(=O)CCCCC